ClC=1C=C(C=CC1)NC(=S)NC1=CC(=CC=C1)Cl N,N'-bis(3-chlorophenyl)thiourea